IC1=NN(C2=NC(=CN=C21)N2CCC1(CC(NC1)=O)CC2)C2OCCCC2 8-(3-iodo-1-(tetrahydro-2H-pyran-2-yl)-1H-pyrazolo[3,4-b]pyrazin-6-yl)-2,8-diazaspiro[4.5]decan-3-one